N-(2-chloro-3-methylbenzyl)-5,8-dimethoxy-1,2,3,4-tetrahydronaphthalen-2-amine ClC1=C(CNC2CC3=C(C=CC(=C3CC2)OC)OC)C=CC=C1C